[(2R,3S,4R,5R)-3,4-dihydroxy-5-[6-(2-hydroxyethylamino)-purin-9-yl]tetrahydro-furan-2-yl]methoxy-methylphosphonic acid O[C@@H]1[C@H](O[C@H]([C@@H]1O)N1C2=NC=NC(=C2N=C1)NCCO)COCP(O)(O)=O